ClC1=CC=C(C(=O)N2CCN(CC2)S(=O)(=O)N2[C@@H]([C@@H]3CC[C@H](C2)N3C(=O)OCCOC)C(=O)OCC)C=C1 2-ethyl 8-(2-methoxyethyl) (1S,2S,5R)-3-((4-(4-chlorobenzoyl)piperazin-1-yl)sulfonyl)-3,8-diazabicyclo[3.2.1]octane-2,8-dicarboxylate